6-chloro-3-((1-methyl-1H-1,2,4-triazol-3-yl)methyl)-1-((2,4,5-trifluorophenyl)methyl-d2)pyrimidine-2,4(1H,3H)-dione ClC1=CC(N(C(N1C([2H])([2H])C1=C(C=C(C(=C1)F)F)F)=O)CC1=NN(C=N1)C)=O